N-(5-hydroxy-2,3-dihydro-1H-inden-1-yl)-2-oxo-6-(trifluoromethyl)-1,2-dihydropyridine-3-carboxamide OC=1C=C2CCC(C2=CC1)NC(=O)C=1C(NC(=CC1)C(F)(F)F)=O